FC1=CC=C(C=N1)C#CC(=O)O 3-(6-fluoropyridin-3-yl)prop-2-ynoic acid